methyl (S)-4-(1-(3-(difluoromethyl)-5-(3-ethyl-4,5-difluorophenoxy)-1-methyl-1H-pyrazole-4-carboxamido)ethyl)benzoate FC(C1=NN(C(=C1C(=O)N[C@@H](C)C1=CC=C(C(=O)OC)C=C1)OC1=CC(=C(C(=C1)F)F)CC)C)F